CC(C)OCCN1C(NC(C2=C1C=CN2)=O)=S=O 1-(2-prop-2-yloxyethyl)-2-sulfinyl-5H-pyrrolo[3,2-d]pyrimidin-4-one